tert-butyl 1,5-dioxa-8-azaspiro[2.6]nonane-8-carboxylate O1CC12COCCN(C2)C(=O)OC(C)(C)C